C(#N)[C@@H](C[C@H]1C(NCCC1)=O)NC(=O)[C@@H]1N([C@H]2CC([C@@H]1CC2)(F)F)C([C@@H](NC2=C(C=CC(=C2)F)F)C)=O (1R,3R,4R)-N-((R)-1-cyano-2-((S)-2-oxopiperidin-3-yl)ethyl)-2-((2,5-difluorophenyl)-L-alanyl)-5,5-difluoro-2-azabicyclo[2.2.2]octane-3-carboxamide